OCC([C@H]1CC[C@H]2[C@@H]3CCC4=CC(CC[C@]4(C)[C@H]3CC[C@]12C)=O)=O 21-hydroxy-4-pregnene-3,20-dione